C[C@@H]1N([C@@H](CNC1)C)CC(=O)NC1=CC=C(C=C1)N1C(NC(CC1)=O)=O 2-((2S,6R)-2,6-dimethylpiperazin-1-yl)-N-(4-(2,4-dioxo-tetrahydropyrimidin-1(2H)-yl)phenyl)acetamide